BrC1=CC2=C(CNS2(=O)=O)C=C1F 6-bromo-5-fluoro-2,3-dihydrobenzo[d]isothiazol 1,1-dioxide